(1s,3r)-3-acetamido-N-(5-cyano-4-(5,5-dimethyl-5,6-dihydro-4H-pyrrolo[1,2-b]pyrazol-3-yl)pyridin-2-yl)cyclohexanecarboxamide C(C)(=O)N[C@H]1C[C@H](CCC1)C(=O)NC1=NC=C(C(=C1)C1=C2N(N=C1)CC(C2)(C)C)C#N